ClC1=NC=CC(=N1)O[C@@H]1CN(CC1)C(=O)[O-] (S)-3-((2-chloropyrimidin-4-yl)oxy)pyrrolidine-1-carboxylate